S(=O)(=O)(O)C1=C(C(=C(C=C1)SC1=NC=CC=C1)C)C(=O)ON1C(CCC1=O)=O sulfo-succinimidyloxycarbonyl-methyl-(2-pyridylthio)benzene